(6aR)-8-acryloyl-4-chloro-3-(2-fluoro-6-hydroxyphenyl)-1-(8-oxa-5-azaspiro[3.5]nonan-5-yl)-6,6a,7,8,9,10-hexahydro-12H-pyrazino[2,1-c]pyrido[3,4-f][1,4]oxazepin-12-one C(C=C)(=O)N1C[C@@H]2COC3=C(C(N2CC1)=O)C(=NC(=C3Cl)C3=C(C=CC=C3O)F)N3C1(CCC1)COCC3